N1=CN=C(C2=C1NC=C2)C=2C=NN(C2)C2(CCN(CC2)S(=O)(=O)CC2CC2)CC#N 2-(4-(4-(7H-pyrrolo[2,3-d]pyrimidine-4-yl)-1H-pyrazol-1-yl)-1-((cyclopropylmethyl)sulfonyl)piperidin-4-yl)acetonitrile